C1=C(C=CC2=CC=CC=C12)CN1[Se]C2=C(C1=O)C=CC=C2 2-(naphthalen-2-ylmethyl)benzo[d][1,2]selenazol-3(2H)-one